BrC1=CC(=C(C=C2CNCC(C2=O)=CC2=C(C=C(C=C2)Br)F)C=C1)F 3,5-bis(4-bromo-2-fluorobenzylidene)-4-piperidone